FC(C1(CC1)CCO)(F)F 2-(1-(trifluoromethyl)cyclopropyl)ethanol